(bis(4H-benzo[d][1,3]dioxin-6-yl)methyl)piperidine-4-carboxylic acid O1COCC2=C1C=CC(=C2)C(C2=CC1=C(OCOC1)C=C2)N2CCC(CC2)C(=O)O